6-((1-hydroxy-2-methylpropan-2-yl)amino)-N-(4-methyl-3-(1H-pyrazol-3-yl)phenyl)-2-(6-azaspiro[2.5]octan-6-yl)nicotinamide OCC(C)(C)NC1=NC(=C(C(=O)NC2=CC(=C(C=C2)C)C2=NNC=C2)C=C1)N1CCC2(CC2)CC1